[(2R,4S)-4-({[1-(2,2-difluoro-1,3-benzodioxol-5-yl)cyclopropyl]carbonyl}amino)tetrahydro-2H-pyran-2-yl]benzoic acid FC1(OC2=C(O1)C=CC(=C2)C2(CC2)C(=O)N[C@@H]2C[C@@H](OCC2)C2=C(C(=O)O)C=CC=C2)F